4-Bromo-2-fluoro-5-methylbenzylmethanesulfonate BrC1=CC(=C(CCS(=O)(=O)[O-])C=C1C)F